C1(CC1)NC1=CC(=NC=2N1N=CC2C#N)NC2=CC(=C(C=C2)F)C[S@](=O)C |r| (±)-7-(Cyclopropylamino)-5-((4-fluoro-3-((methylsulfinyl)methyl)phenyl)amino)pyrazolo[1,5-a]pyrimidin-3-carbonitril